N-3-aminopropyl-1,3-diaminopropane NCCCNCCCN